FC(C1=CC=C(C=N1)C#N)(F)F (E)-6-(trifluoromethyl)pyridine-3-carbonitrile